4-amino-N'-(2-methoxy-2-methylpropanoyl)-N',1-dimethyl-N-((5-(trifluoromethyl)pyridin-2-yl)methyl)-1H-pyrazolo[4,3-c]quinoline-8-carbohydrazide NC1=NC=2C=CC(=CC2C2=C1C=NN2C)C(=O)N(N(C)C(C(C)(C)OC)=O)CC2=NC=C(C=C2)C(F)(F)F